FC(C(=O)O)(F)F.N1CC(C1)NC(=O)C1CCN(CC1)C(C1=C(C=C(C=C1)NC(=O)C=1N(C(=CN1)C1=C(C(=C(C=C1)OC)F)F)C)Cl)=O N-(azetidin-3-yl)-1-[2-chloro-4-[[5-(2,3-difluoro-4-methoxy-phenyl)-1-methyl-imidazole-2-carbonyl]amino]benzoyl]piperidine-4-carboxamide trifluoroacetate